(R)-5-(8-methoxy-[1,2,4]triazolo[1,5-a]pyridin-6-yl)-6-methyl-1-(1-(oxetan-3-yl)piperidin-3-yl)-1,3-dihydro-2H-benzo[d]imidazol-2-one COC=1C=2N(C=C(C1)C1=CC3=C(N(C(N3)=O)[C@H]3CN(CCC3)C3COC3)C=C1C)N=CN2